ClC1=CC=C(COC2=C(N=NN2)C(=O)O)C=C1 5-((4-chlorobenzyl)oxy)-1H-1,2,3-triazole-4-carboxylic acid